17Z-pentaenoic acid C(C=CCC)(=O)O